bis-(2-hydroxypropyl)-methylamine OC(CN(C)CC(C)O)C